C(C)[C@H]1[C@@H](C1)C(=O)NC=1N=CC2=C(N=CC(=C2C1)C1=NN2C(C=CC(=C2)OC)=N1)NC (1r,2r)-2-ethyl-N-(5-(6-methoxy-[1,2,4]triazolo[1,5-a]pyridin-2-yl)-8-(methylamino)-2,7-naphthyridin-3-yl)cyclopropane-1-carboxamide